N1,N4-bis(4-aminophenyl)-terephthalamide NC1=CC=C(C=C1)NC(C1=CC=C(C(=O)NC2=CC=C(C=C2)N)C=C1)=O